COC1=CC=C(C=C1)C(/C(=C/C1=CC=CC=C1)/[Si](C)(C)C)NS(=O)(=O)C1=C(C=C(C=C1C)C)C (Z)-N-(1-(4-methoxyphenyl)-3-phenyl-2-(trimethylsilyl)allyl)-2,4,6-trimethylbenzenesulfonamide